N1C(=CC2=CC=CC=C12)CN[C@H](C(=O)O)CCC(C)(C)C (2S)-2-{[(1H-indol-2-yl)methyl]amino}-5,5-dimethylhexanoic acid